7-(4-chlorobenzyl)-1-(3-hydroxypropyl)-3-methyl-8-(4-methylpent-1-yn-1-yl)-3,7-dihydro-1H-purine-2,6-dione ClC1=CC=C(CN2C(=NC=3N(C(N(C(C23)=O)CCCO)=O)C)C#CCC(C)C)C=C1